Lactoyl-Lysine diethyl-2,2'-((2-formylquinolin-8-yl)azanediyl)diacetate C(C)C(C(=O)O)N(C(C(=O)O)CC)C=1C=CC=C2C=CC(=NC12)C=O.C(C(O)C)(=O)N[C@@H](CCCCN)C(=O)O